ClC=1C=C(C=CC1)C1=NOC(=C1)N(C(=O)[C@H]1N(CCC1)C#N)C (S)-N-(3-(3-chlorophenyl)isoxazol-5-yl)-1-cyano-N-methylpyrrolidine-2-carboxamide